C(C1=CC=CC=C1)C1(CN(CC1)S(=O)(=O)C=1N=CN(C1)C)C=1C=C2C=NN(C2=CC1C)C=1C=CC(N(C1)C)=O 5-(5-(3-benzyl-1-((1-methyl-1H-imidazol-4-yl)sulfonyl)pyrrolidin-3-yl)-6-methyl-1H-indazol-1-yl)-1-methylpyridin-2(1H)-one